[Si](C)(C)(C(C)(C)C)OCC(C)OCC(=O)OC(C)(C)C tert-butyl 2-((1-((tert-butyldimethylsilyl)oxy)propan-2-yl)oxy)acetate